4-(benzylamino)-3-bromo-1-(2,6-difluorophenyl)-5-iodo-6-methylpyridin-2(1H)-one C(C1=CC=CC=C1)NC1=C(C(N(C(=C1I)C)C1=C(C=CC=C1F)F)=O)Br